methyl-5-amino-2-(trifluoromethyl)-1H-benzo[d]imidazole-7-carboxylic acid CN1C(=NC2=C1C(=CC(=C2)N)C(=O)O)C(F)(F)F